N-(pyridin-3-yl)-3-(N-(3-(trifluoromethyl)phenyl)sulfamoyl)benzamide N1=CC(=CC=C1)NC(C1=CC(=CC=C1)S(NC1=CC(=CC=C1)C(F)(F)F)(=O)=O)=O